5-methylaminomethyl-2-selenocytidine CNCC=1C(=NC(N([C@H]2[C@H](O)[C@H](O)[C@@H](CO)O2)C1)=[Se])N